C1(CCCC1)CSC=1C=2N(C=CC1)C(=NC2)C(C)(C)N 2-(8-((cyclopentylmethyl)thio)imidazo[1,5-a]pyridin-3-yl)propan-2-amine